7-quinolyl-alanine N1=CC=CC2=CC=C(C=C12)N[C@@H](C)C(=O)O